4,7-dimethoxy-1,10-diaminophenanthroline COC=1C=CN(C2=C3N(C=CC(=C3C=CC12)OC)N)N